ClC=1C=C2C=C(NC2=C(C1OCC=1N=CSC1)Cl)CNC(=O)C1(CC1)C N-({5,7-dichloro-6-[(1,3-thiazol-4-yl)methoxy]-2-indolyl}methyl)1-methylcyclopropanecarboxamide